S(=S)(=O)([O-])[O-].[Na+].[Na+] Sodium Thiosulfate